O1CCC(CC1)NC1=CC2=C(C=N1)C=C(N2)C(F)(F)F N-(tetrahydro-2H-pyran-4-yl)-2-(trifluoromethyl)-1H-pyrrolo[3,2-c]pyridin-6-amine